C(C)OC(\C=C\C1=NC=C(C=C1)F)=O.FC1=CC=C(C=C1)CC(=O)NC1=NC=CC(=C1)C1=C(C=2C(N(CCC2N1)C)=O)C=1C=NC=CC1 2-(4-Fluorophenyl)-N-{4-[5-methyl-4-oxo-3-(pyridin-3-yl)-4,5,6,7-tetrahydro-1H-pyrrolo[3,2-c]pyridin-2-yl]pyridin-2-yl}acetamid ethyl-(2E)-3-(5-fluoropyridin-2-yl)prop-2-enoate